BrC=1C=C(C(=C(C1)F)CC(CCCC)CC)F 5-bromo-2-(2-ethylhexyl)-1,3-difluorobenzene